FC1(CCN(CC1)C=1C=C(C=CC1N1N=CC(=C1)C1=NC(=NC(=C1)C)N1CCC(CC1)(F)F)NS(=O)(=O)CCO)F N-(3-(4,4-Difluoropiperidin-1-yl)-4-(4-(2-(4,4-difluoropiperidin-1-yl)-6-methylpyrimidin-4-yl)-1H-pyrazol-1-yl)phenyl)-2-hydroxyethane-1-sulfonamide